CC1=CC=C(C=C1)S(=O)(=O)OCCCCCC(C1C(OCCCC1)=O)=O 6-Oxo-6-(2-oxooxepan-3-yl)hexyl 4-methylbenzenesulfonate